C1(CCCC1)NC1=CC(=C2C(NC(=NC2=C1)CS[C@H]1C[C@@H](NCC1)C(F)(F)F)=O)F 7-(Cyclopentylamino)-5-fluoro-2-(((trans-2-(trifluoromethyl)piperidin-4-yl)thio)methyl)quinazolin-4(3H)-one